3-amino-N-(5-(3-(3,3-dimethylbutoxy)-5-fluorophenyl)-4-(2,6-dimethylphenyl)thiazol-2-yl)benzenesulfonamide NC=1C=C(C=CC1)S(=O)(=O)NC=1SC(=C(N1)C1=C(C=CC=C1C)C)C1=CC(=CC(=C1)F)OCCC(C)(C)C